3-[2-(difluoromethoxy)-3-fluoroanilino]-2-[3-(2-hydroxy-2-methylpropoxy)pyridin-4-yl]-1,5,6,7-tetrahydro-4H-pyrrolo[3,2-c]pyridin-4-one FC(OC1=C(NC2=C(NC3=C2C(NCC3)=O)C3=C(C=NC=C3)OCC(C)(C)O)C=CC=C1F)F